ClC1=C(C=CC=C1Cl)N1CCN(CC1)CCCCOC1=C2CN(C(C2=CC=C1)=O)C1C(NC(CC1)=O)=O 3-(4-(4-(4-(2,3-dichlorophenyl)piperazine-1-yl)butoxy)-1-oxoisoindoline-2-yl)piperidine-2,6-dione